2-(3-(5-hydroxyhexyl)-2,2-dimethylcyclopropyl)acetic acid OC(CCCCC1C(C1CC(=O)O)(C)C)C